C(CCC)C1(C=CC=C1)[Y](C1(C=CC=C1)CCCC)C1(C=CC=C1)CCCC tris(butylcyclopentadienyl)yttrium (III)